CC(CC)CCCC(CCC)C 3,7-dimethyl-decan